bis(4-tert-Butylcyclohexane) peroxydicarbonate C(=O)(O)OOC(=O)O.C(C)(C)(C)C1CCCCC1.C(C)(C)(C)C1CCCCC1